oxaborole-2-d O1B(CC=C1)[2H]